C1=CC=C(C=C1)/C=C/C2=C(C(=C(C=C2)O)/C=C/C3=CC=CC=C3)/C=C/C4=CC=CC=C4 tristyrylphenol